N=1N=C2C3(CC1NC3)C=NC=N2 8H-pyrrolo[4,3,2-de]pyrimido[4,5-c]pyridazine